NCCSC1CC(CCC1C)C(CSCCN)C 2-((2-(3-((2-aminoethyl)thio)-4-methylcyclohexyl)propyl)thio)ethanamine